FC1(CC(CC1)C(C(=O)NC=1SC2=C(N1)CCOC2)C2=CC=C(C=C2)C=2N=NN(N2)C)F rac-2-(3,3-Difluorocyclopentyl)-N-(6,7-dihydro-4H-pyrano[4,3-d]thiazol-2-yl)-2-(4-(2-methyl-2H-tetrazol-5-yl)phenyl)acetamide